2-methyl-1,2-benzothiazol-3(2H)-one CN1SC2=C(C1=O)C=CC=C2